FC(C=1C(=C(C=CC1)[C@@H](C)NC=1C2=C(N=C(N1)C)N=C(C(=C2)C2(CC2)C#N)O[C@H]2COCC2)F)F 1-(4-(((R)-1-(3-(difluoromethyl)-2-fluorophenyl)ethyl)amino)-2-methyl-7-(((R)-tetrahydrofuran-3-yl)oxy)pyrido[2,3-d]pyrimidin-6-yl)cyclopropane-1-carbonitrile